3-chloro-4-(4-(3-(8-chloro-4-oxo-3,4-dihydroquinazolin-2-yl)propanoyl)piperazin-1-yl)-N-cyclopropylbenzamide ClC=1C=C(C(=O)NC2CC2)C=CC1N1CCN(CC1)C(CCC1=NC2=C(C=CC=C2C(N1)=O)Cl)=O